C(N)(=O)C=1C(=NC(=C(N1)CC)C1CC1)NC1=CC(=NC=C1)CCNC([C@H](C)N(C(OC(C)(C)C)=O)C)=O tert-butyl (S)-(1-((2-(4-((3-carbamoyl-6-cyclopropyl-5-ethylpyrazin-2-yl)amino)pyridin-2-yl)ethyl)amino)-1-oxopropan-2-yl)(methyl)carbamate